tert-butyl 5-(6-amino-5-formyl-pyrazin-2-yl)-3,6-dihydro-2H-pyridine-1-carboxylate NC1=C(N=CC(=N1)C1=CCCN(C1)C(=O)OC(C)(C)C)C=O